BrC1=CC(=C(C=C1)C=1C=2N(C(=NN1)SC)C=CC2)OC (4-bromo-2-methoxyphenyl)-4-(methylsulfanyl)pyrrolo[1,2-d][1,2,4]triazine